4-(5-(3-((2-(3-carboxy-butanoyl)-6-methoxybenzo[b]thiophen-5-yl)oxy)propoxy)-6-methoxy-isoindolin-2-yl)-2-methyl-4-oxobutanoic acid C(=O)(O)C(CC(=O)C1=CC2=C(S1)C=C(C(=C2)OCCCOC=2C=C1CN(CC1=CC2OC)C(CC(C(=O)O)C)=O)OC)C